(-)-8-((1S,2S,5R)-2-fluoro-5-hydroxycyclohexyl)-6-(difluoromethyl-d)-2-((1-(methylsulfonyl)piperidin-4-yl)amino)pyrido[2,3-d]pyrimidin-7(8H)-one F[C@@H]1[C@H](C[C@@H](CC1)O)N1C(C(=CC2=C1N=C(N=C2)NC2CCN(CC2)S(=O)(=O)C)C([2H])(F)F)=O